BrC=1C(=C(O[C@H](CN(C(OC(C)(C)C)=O)C(=O)OC(C)(C)C)C)C=CC1F)CN(CC)C(=O)OC(C)(C)C (S)-tert-butyl (2-(3-bromo-2-(((tert-butoxycarbonyl)(ethyl)amino)methyl)-4-fluorophenoxy)propyl)(tert-butoxycarbonyl)carbamate